2-(6-chloro-2,3-dihydrospiro[indene-1,2'-[1,3]dioxolan]-2-yl)acetic acid ClC1=CC=C2CC(C3(OCCO3)C2=C1)CC(=O)O